3-methyl-6-{1-[(3S)-4-methyl-1-[(3R)-morpholin-3-yl]pentan-3-yl]azetidin-3-yl}imidazo[1,5-a]pyridine CC1=NC=C2N1C=C(C=C2)C2CN(C2)[C@@H](CC[C@H]2NCCOC2)C(C)C